8-[1-(2-Methoxy-ethyl)-1H-indol-4-yl]-1,4,4,7,9-pentamethyl-5H-[1,2,4]triazolo[4,3-a]quinoxaline COCCN1C=CC2=C(C=CC=C12)C1=C(C=C2NC(C=3N(C2=C1C)C(=NN3)C)(C)C)C